FC=1C(=NC=C(C1)C=1C=C(C=2N(C1)C=C(N2)C)F)N 3-fluoro-5-(8-fluoro-2-methyl-imidazo[1,2-a]pyridin-6-yl)pyridin-2-amine